COC(=O)[C@@H]1N(S(N(C1)CCO[Si](C)(C)C(C)(C)C)(=O)=O)CC1=CC=CC=C1 (3R)-2-benzyl-5-{2-[(tert-butyldimethylsilyl)oxy]ethyl}-1,1-dioxo-1,2,5-thiadiazolidine-3-carboxylic acid methyl ester